COC=1C=CC2=C(NCC3=C(N2)N(N=C3)C)C1 7-Methoxy-1-methyl-1,4,5,10-tetrahydrobenzo[b]pyrazolo[3,4-e][1,4]diazepine